C(C)OC(=O)C=1C=NC=CC1.C(C)(C)N isopropyl-ammonia Ethyl-pyridine-3-carboxylate